ClC=1C=C(C=CC1)N1CCN(CC1)CC[C@@H]1NC(C2(C1)CCN(CC2)C(C(C)(C)N(C)C)=O)=O (R)-3-(2-(4-(3-chlorophenyl)piperazin-1-yl)ethyl)-8-(2-(dimethylamino)-2-methylpropanoyl)-2,8-diazaspiro[4.5]decan-1-one